COC=1C=C(C=CC1[N+](=O)[O-])NC1C2CC3(CC(CC1C3)C2)O (trans)-4-((3-methoxy-4-nitrophenyl)amino)adamantan-1-ol